(R)-1-(benzyloxy)propan-2-ol C(C1=CC=CC=C1)OC[C@@H](C)O